[N+](=O)([O-])[O-].[Ca+2].O.[N+](=O)([O-])[O-] water calcium nitrate